BrC1=NC=C(C=C1NC=1C=2C=NN(C2C=CC1C)C1OCCCC1)C N-(2-bromo-5-methylpyridin-3-yl)-5-methyl-1-(tetrahydro-2H-pyran-2-yl)-1H-indazol-4-amine